FC=1C=NC=CC1C1=NN2C(OCCC2)=C1C(=O)OCC Ethyl 2-(3-fluoropyridin-4-yl)-6,7-dihydro-5H-pyrazolo[5,1-b][1,3]oxazine-3-carboxylate